O1CCN(CC1)S(=O)(=O)C1=C(C(=O)O)C=CC=C1 2-morpholinosulfonylbenzoic acid